ClC=1C=CC(=NC1)C(=O)N1CC(CC1)C1=C(C(=O)N)C=C(C=C1)OC1=C(C=CC=C1)C(C)C 2-(1-(5-Chloropyridinecarbonyl)pyrrolidin-3-yl)-5-(2-isopropylphenoxy)benzamide